COC(=O)C1=CC2=C(N=C(N2CCOC)CC2=C(C=C(C=C2)C2=NC(=NS2)Br)F)C=C1 2-{[4-(3-bromo-1,2,4-thiadiazol-5-yl)-2-fluoro-phenyl]Methyl}-3-(2-methoxyethyl)benzimidazole-5-carboxylic acid methyl ester